ClC=1C=C(C=C(C1)F)NC(=O)NC1=CC(=NC=C1)F 1-(3-chloro-5-fluorophenyl)-3-(2-fluoropyridin-4-yl)urea